eicosyl chloroacetate ClCC(=O)OCCCCCCCCCCCCCCCCCCCC